(E)-3-(1-benzylpiperidin-4-yl)-1-(4-bromophenyl)prop-2-en-1-one methyl-2,4-dimethoxy-3-oxobutanoate COC(C(C(COC)=O)OC)=O.C(C1=CC=CC=C1)N1CCC(CC1)/C=C/C(=O)C1=CC=C(C=C1)Br